NN1C=2SC=3CC(CC3C2C(=N[C@H](C1=O)C)C1=C(C=CC=C1F)F)C(F)F (11S)-9-amino-4-(difluoromethyl)-13-(2,6-difluorophenyl)-11-methyl-7-thia-9,12-diazatricyclo[6.5.0.02,6]trideca-1(8),2(6),12-trien-10-one